S1C=C(C2=C1C=CC=C2)C2=CC=CC(=N2)C(=O)NC=2C=NN(C2)CC2CCC2 6-(1-benzothiophen-3-yl)-N-[1-(cyclobutylmethyl)-1H-pyrazol-4-yl]pyridine-2-carboxamide